C(CCCCCCCCCCCCCCCCCCCCCCCCCCCCCC)(=O)OCCCCCCCCCCCCCCCCCCCCCCCC lignoceryl hentriacontanoate